6-fluoro-5-iodo-1,2-dimethyl-1,3-benzodiazole FC=1C(=CC2=C(N(C(=N2)C)C)C1)I